ClC1=C(C=2C(C3=CC=CC=C3C(C2C(=C1)O)=O)=O)O chloro-1,4-dihydroxyanthraquinone